2,4-dichloro-1,5-naphthyridine-3-carboxylic acid ethyl ester C(C)OC(=O)C=1C(=NC2=CC=CN=C2C1Cl)Cl